NC1=C(C=C(C=C1)C=1C=CC2=C(C=3CN(C(C3C=C2)=O)CC(C(=O)N)=C)C1)OCC#N 2-({8-[4-amino-3-(cyanomethoxy)phenyl]-3-oxo-1H,2H,3H-benzo[e]isoindol-2-yl}methyl)prop-2-enamide